NC1=CC=C(OCC(CC)OC2=CC=C(C=C2)N)C=C1 1,2-bis(4-aminophenoxy)butane